4-(3-Chloro-2-fluoro-6-methoxyphenyl)-N-(5-((2-hydroxypropyl)thio)-1,3,4-thiadiazol-2-yl)-6-methylnicotinamide ClC=1C(=C(C(=CC1)OC)C1=CC(=NC=C1C(=O)NC=1SC(=NN1)SCC(C)O)C)F